Dimethyl propenyl phosphate-diammonium salt [NH4+].[NH4+].P(=O)(OC)(OC)OC=CC